NC=1C=2N(C=CN1)C(=NC2)C2N(CCC2)C(C=CCOC)=O 8-Amino-3-(1-(4-methoxybut-2-enoyl)pyrrolidin-2-yl)imidazo[1,5-a]pyrazin